C(C)N(C(=O)NCC)CC N,N,N'-triethylurea